4-(2,4-difluorophenyl)-6,7-dimethyl-2-((2r,6r)-2-methyl-6-(1H-pyrazol-4-yl)tetrahydro-2H-pyran-4-yl)pteridine FC1=C(C=CC(=C1)F)C1=NC(=NC2=NC(=C(N=C12)C)C)C1C[C@H](O[C@H](C1)C=1C=NNC1)C